tert-butyl N-[2-[2-[4-[(2-chloro-9-methyl-purin-6-yl)amino]-3-methoxy-pyrazol-1-yl]ethoxy]ethoxy]-N-methyl-carbamate ClC1=NC(=C2N=CN(C2=N1)C)NC=1C(=NN(C1)CCOCCON(C(OC(C)(C)C)=O)C)OC